octadeca-9,11,13-triene CCCCCCCCC=CC=CC=CCCCC